2-(4-cyclopropyl-6-methoxypyrimidin-5-yl)-N-((2-(1-isopropyl-4-(trifluoromethyl)-1H-imidazol-2-yl)pyrimidin-5-yl)methyl)-7H-purin-6-amine C1(CC1)C1=NC=NC(=C1C1=NC(=C2NC=NC2=N1)NCC=1C=NC(=NC1)C=1N(C=C(N1)C(F)(F)F)C(C)C)OC